C(C)OC1=NC2=C(N1CC1OCC1)C=C(C=C2)C(=O)O ethoxy-1-(oxetan-2-ylmethyl)-1H-benzo[d]imidazole-6-carboxylic acid